CN(C1=C(C=CC(=C1)N1C[C@@H](CC1)N(C)C)N1C=NC(=C1)NC=1N=CC(=NC1)C#N)C (R)-5-((1-(2-(Dimethylamino)-4-(3-(dimethylamino)pyrrolidin-1-yl)phenyl)-1H-imidazol-4-yl)amino)pyrazine-2-carbonitrile